OCC=1C(=CC2=C(N=C3N2CCN([C@@H]3C(C)C)C3=NC=C(C(=N3)C(F)(F)F)C(C)(C)O)C1)S(=O)(=O)C (R)-2-(2-(8-(hydroxymethyl)-1-isopropyl-7-(methylsulfonyl)-3,4-dihydrobenzo[4,5]imidazo[1,2-a]pyrazin-2(1H)-yl)-4-(trifluoromethyl)pyrimidin-5-yl)propan-2-ol